isobutene stearate C(CCCCCCCCCCCCCCCCC)(=O)O.C=C(C)C